(E)-3-(4-bromophenyl)-1-(4-(6-methoxynicotinoyl)-3-methylpiperazin-1-yl)prop-2-en-1-one BrC1=CC=C(C=C1)/C=C/C(=O)N1CC(N(CC1)C(C1=CN=C(C=C1)OC)=O)C